4-((4-(azetidin-yl)cyclohexyl)oxy)-2-methylthiazole-5-carboxamide N1(CCC1)C1CCC(CC1)OC=1N=C(SC1C(=O)N)C